1,4-bis(3-mercaptobutanoyloxy)butane methyl-5-((2-((R)-2-amino-3-methylbutanamidyl)ethyl)carbamoyl)-2-(2-(4-fluorophenyl)butyryl)-4-methylthiophene-3-carboxylate COC(=O)C1=C(SC(=C1C)C(NCCNC([C@@H](C(C)C)N)=O)=O)C(C(CC)C1=CC=C(C=C1)F)=O.SC(CC(=O)OCCCCOC(CC(C)S)=O)C